N1=C(C=CC=C1)N1N=C(C=2CCC3=C(C12)C=C(C=C3)C=3C=NC=CC3)C(=O)N3CC(CCC3)=O 1-[1-(2-pyridyl)-8-(3-pyridyl)-4,5-dihydrobenzo[g]indazole-3-carbonyl]piperidin-3-one